(2-hydroxy-2-methyl-propyl)-4-methoxy-7-phenyl-4b,6,7,7a-tetrahydro-5H-cyclopenta[4,5]furo[2,3-c]pyridine-6-carboxamide OC(CC1=NC=C(C2=C1OC1C2CC(C1C1=CC=CC=C1)C(=O)N)OC)(C)C